CC1(C(N(C2=CC(=CC=C12)C(=O)O)CCC1=CC=CC=C1)=O)C 3,3-dimethyl-2-oxo-1-phenethylindoline-6-carboxylic acid